N-((1R,2R)-2-Aminocyclohexyl)-5-(2-(4-fluoro-3-methylphenyl)pyridin-3-yl)pyrazolo[1,5-a]pyridin-3-carboxamid N[C@H]1[C@@H](CCCC1)NC(=O)C=1C=NN2C1C=C(C=C2)C=2C(=NC=CC2)C2=CC(=C(C=C2)F)C